C(CC)Br.[Mg] magnesium (propyl) bromide